(1R,2S,5S)-N-[2-amino-1-[6-(dimethylamino)pyrazin-2-yl]-2-oxo-ethyl]-3-[(2S)-3,3-dimethyl-2-[(2,2,2-trifluoroacetyl)amino]butanoyl]-6,6-dimethyl-3-azabicyclo[3.1.0]hexane-2-carboxamide NC(C(C1=NC(=CN=C1)N(C)C)NC(=O)[C@@H]1[C@H]2C([C@H]2CN1C([C@H](C(C)(C)C)NC(C(F)(F)F)=O)=O)(C)C)=O